(+)-trans-6-[3-[[4-(Trifluoromethoxy)phenyl]methoxy]azetidine-1-carbonyl]-4,4a,5,7,8,8a-hexahydropyrido[4,3-b][1,4]oxazin-3-one FC(OC1=CC=C(C=C1)COC1CN(C1)C(=O)N1C[C@@H]2[C@H](OCC(N2)=O)CC1)(F)F